2-imino-3-(5-methoxy-2-propylphenyl)thiazolidin-4-one N=C1SCC(N1C1=C(C=CC(=C1)OC)CCC)=O